(R)-2-((1-(3-(4,4-difluoropiperidin-1-yl)-2,7-dimethylquinoxalin-5-yl)ethyl)amino)benzoic acid FC1(CCN(CC1)C=1C(=NC2=CC(=CC(=C2N1)[C@@H](C)NC1=C(C(=O)O)C=CC=C1)C)C)F